(3-{[(tert-butoxycarbonyl)amino]methyl}phenyl)boronic acid C(C)(C)(C)OC(=O)NCC=1C=C(C=CC1)B(O)O